ethyl 7-chloro-8-cyano-1-cyclopropyl-6-fluoro-1,4-dihydro-4-oxo-3-quinolinecarboxylate ClC1=C(C=C2C(C(=CN(C2=C1C#N)C1CC1)C(=O)OCC)=O)F